5-fluorodeoxyuridine monophosphonate P(O)(O)=O.FC=1C(NC(N([C@H]2C[C@H](O)[C@@H](CO)O2)C1)=O)=O